C(C)C1=CC(=NC=C1)N1N=CC(=C1C(F)(F)F)C(=O)NC1=CC(=C(C=C1)OC1=C2C(=NC=C1)NC(N2C(C)C)=O)F 1-(4-ethylpyridin-2-yl)-N-(3-fluoro-4-((1-isopropyl-2-keto-2,3-dihydro-1H-imidazo[4,5-b]pyridin-7-yl)oxy)phenyl)-5-(trifluoromethyl)-1H-pyrazole-4-carboxamide